BrC1=CC=C(C=C1)C1(CCCC1)N 1-(4-bromophenyl)cyclopentylamine